1-methoxy-2-(methylsulfonyl)benzene COC1=C(C=CC=C1)S(=O)(=O)C